2,5-dioxopyrrolidin-1-yl (((9H-fluoren-9-yl)methoxy)carbonyl)-D-leucinate C1=CC=CC=2C3=CC=CC=C3C(C12)COC(=O)N[C@H](CC(C)C)C(=O)ON1C(CCC1=O)=O